(S)-N-(2,6-difluoro-4-((3-(2-(piperidin-3-ylamino)pyrimidin-4-yl)pyridin-2-yl)oxy)phenyl)-1-phenylmethanesulfonamide FC1=C(C(=CC(=C1)OC1=NC=CC=C1C1=NC(=NC=C1)N[C@@H]1CNCCC1)F)NS(=O)(=O)CC1=CC=CC=C1